1-(6-amino-3,5-difluoropyridin-2-yl)-8-chloro-6-fluoro-3-hydroxy-7-(3-hydroxyazepin-1-yl)quinolin-4(1H)-one NC1=C(C=C(C(=N1)N1C=C(C(C2=CC(=C(C(=C12)Cl)N1C=C(C=CC=C1)O)F)=O)O)F)F